C1(CC1)N(CCC(C(=O)O)NC(=O)C1CCC(CC1)(C)C)CCCCC1=NC=2NCCCC2C=C1 4-[cyclopropyl-[4-(5,6,7,8-tetrahydro-1,8-naphthyridin-2-yl)butyl]amino]-2-[(4,4-dimethylcyclohexanecarbonyl)amino]butanoic acid